1-[2-chloro-4-methoxy-5-(2,2,2-trifluoroethyl)pyrimido[5,4-b]indol-8-yl]-N,N-dimethyl-methanamine ClC=1N=C(C=2N(C=3C=CC(=CC3C2N1)CN(C)C)CC(F)(F)F)OC